SC(CSCC1SCCS1)CS 2-(4,5-dimercapto-2-thiapentyl)-1,3-dithiolane